CC1CC(OC(C1)C)=O 4,6-dimethyloxan-2-one